1-(6-(2,2-difluoroethoxy)pyridin-3-yl)-1H-benzo[d]imidazol-2(3H)-one FC(COC1=CC=C(C=N1)N1C(NC2=C1C=CC=C2)=O)F